C1(CC1)C1=CC(=C(C=C1F)NC1=CC(=NC=C1C(=O)NOCC)NC(=O)N1CC(C1)(F)F)N(S(=O)(=O)C)C 4-((4-cyclopropyl-5-fluoro-2-(N-methylmethanesulfonamido)phenyl)amino)-6-(3,3-Difluoroazetidine-1-carboxamido)-N-ethoxynicotinamide